Methyl (2R,5R)-5-{(1R,3aR,4S,7aR)-4-[(tert-butyldimethylsilyl)oxy]-7a-methyloctahydro-1H-inden-1-yl}-2-hydroxyhexanoate [Si](C)(C)(C(C)(C)C)O[C@@H]1[C@@H]2CC[C@@H]([C@]2(CCC1)C)[C@@H](CC[C@H](C(=O)OC)O)C